6-(4-chloro-2-methylphenyl)-2-(pyrimidin-2-yl)-5,6,7,8-tetrahydrophthalazin-1(2H)-one ClC1=CC(=C(C=C1)C1CC=2C=NN(C(C2CC1)=O)C1=NC=CC=N1)C